tert-butyl N-[4-[[1-[4-[(2,6-dioxo-3-piperidyl)amino]phenyl]-4-piperidyl]methyl-methyl-amino]cyclohexyl]carbamate O=C1NC(CCC1NC1=CC=C(C=C1)N1CCC(CC1)CN(C1CCC(CC1)NC(OC(C)(C)C)=O)C)=O